CC(CCCC)N 1,4-dimethylbutylamine